benzylpropylammonium C(C1=CC=CC=C1)[NH2+]CCC